C(C)(C)(C)OC(=O)N1[C@H](C[C@@H](C1)OC1=CC(=C(C=C1)OC(F)F)OCC1CC1)CN=[N+]=[N-] (2R,4S)-2-azidomethyl-4-(3-(cyclopropylmethoxy)-4-(difluoromethoxy)phenoxy)pyrrolidine-1-carboxylic acid tert-butyl ester